C(C)(CC)[Sn]=O mono-sec-butyltin oxide